trifluoropropionic acid C(C(C(=O)O)(F)F)F